CC1=C(C(=C(C1([Hf]C=1C(C2=CC=CC=C2C1)CCCC)C)C)C)C pentamethylcyclopentadienyl-(1-n-butylindenyl)hafnium